F\C(\C=O)=C\O (E)-2-fluoro-3-hydroxyacrylaldehyde